tri(methylpropyl) cyclohexane-1,2,4-tripropionate C1(C(CC(CC1)CCC(=O)OC(CC)C)CCC(=O)OC(CC)C)CCC(=O)OC(CC)C